O1CCOC=2C=NC(=CC21)C(C(=O)N)=C 2H,3H-[1,4]dioxino[2,3-c]pyridin-7-ylprop-2-enamide